tetrakis(3,5-dimethyl-4-hydroxyphenyl)-1,4-dimethylbenzene CC=1C=C(C=C(C1O)C)C1=C(C(=C(C(=C1C)C1=CC(=C(C(=C1)C)O)C)C1=CC(=C(C(=C1)C)O)C)C)C1=CC(=C(C(=C1)C)O)C